2-[(6-chloro-4-phenylquinolin-2-yl)oxy]acetic acid ClC=1C=C2C(=CC(=NC2=CC1)OCC(=O)O)C1=CC=CC=C1